COC(=O)C(C(=O)O)CCC(=O)OCC=C (methoxycarbonyl)-5-(allyloxy)-5-oxopentanoic acid